2,N4,N6-tris(2-(dimethylamino)ethyl)-1,3,5-triazine-2,4,6-triamine CN(CCC1(NC(=NC(=N1)NCCN(C)C)NCCN(C)C)N)C